tri(3-nitrophenyl)bismuth [N+](=O)([O-])C=1C=C(C=CC1)[Bi](C1=CC(=CC=C1)[N+](=O)[O-])C1=CC(=CC=C1)[N+](=O)[O-]